Cl.C1NCC2=CC(=CC=C12)CNS(=O)(=N)C N-[(2,3-dihydro-1H-isoindol-5-yl)methyl]methanesulfonoimidamide-HCl